C(CCCCC)C1=CC=C(C=C1)C(CC1(C(N(C2=CC=CC=C12)CC1=CC=C(C=C1)C)=O)O)=O 3-(2-(4-hexylphenyl)-2-oxoethyl)-3-hydroxy-1-(4-methylbenzyl)indol-2-one